Dimethyldispiro[chromene-2,1'-cyclohexane-4',2''-[1,3]dithiane]-6,7-dicarboxylate COC(=O)C=1C=C2C=CC3(CCC4(SCCCS4)CC3)OC2=CC1C(=O)OC